COC=1C=C2CCN(CC2=CC1OC)CC1=C(N=C2N1C=CC=C2)C2=CC=C(C=C2)NC(CCN2CCN(CC2)C2=CC=CC=C2)=O N-(4-(3-((6,7-dimethoxy-3,4-dihydroisoquinolin-2(1H)-yl)methyl)imidazo[1,2-a]pyridin-2-yl)phenyl)-3-(4-phenylpiperazin-1-yl)propanamide